C(C1=CC=CC=C1)NC(C(C1=CC=CC=C1)N(C(C#C)=O)C1=C(C(=CC=C1)Cl)F)=O N-[2-(benzylamino)-2-oxo-1-phenylethyl]-N-(2-fluoro-3-chlorophenyl)prop-2-ynamide